3-((2-chloro-6-(methyl-d3)-5-oxo-5,6,7,8-tetrahydropyrido[4,3-d]pyrimidin-4-yl)oxy)-10-methyl-9,10,11,12-tetrahydro-8H-[1,4]diazepino[5',6':4,5]thieno[3,2-f]quinoxalin-8-one ClC=1N=C(C2=C(N1)CCN(C2=O)C([2H])([2H])[2H])OC2=NC=1C=CC3=C(C1N=C2)C2=C(S3)C(NC(CN2)C)=O